NC=1N=C(NC1)C(=O)OCC Ethyl aminoimidazolecarboxylate